ethyl 2-methyl-3-[4-(o-tolyl)-2-oxo-chromen-7-yl]propanoate CC(C(=O)OCC)CC1=CC=C2C(=CC(OC2=C1)=O)C1=C(C=CC=C1)C